5-(difluoromethyl)morpholin-3-one ethyl-2-(trifluoromethyl)-pyridine-3-carboxylate C(C)OC(=O)C=1C(=NC=CC1)C(F)(F)F.FC(C1COCC(N1)=O)F